Fluorospiro[cyclohexane-1,4'-isochroman]-3-ol FC1OCC2(C3=CC=CC=C13)CC(CCC2)O